C[C@@]12CCC[C@H]1[C@@H]1CCC3CCCC[C@@H]3[C@H]1CC2 ESTRAN